C(C)(C)C=1C2=CC(=C(C(=C2C=C(C1CC(=O)[O-])CC(=O)[O-])CC(=O)[O-])C=1C(=C2C=C(C(=C(C2=CC1C)C(C)C)CC(=O)[O-])CC(=O)[O-])CC(=O)[O-])C 5,5'-diisopropyl-3,3'-dimethyl-[2,2'-binaphthalene]-1,1',6,6',7,7'-hexaacetate